isopentyl (3R,6S)-3-benzyl-6-(4-hydroxybenzyl)-4,7-dioxo-8-((S)-1-oxo-1-(phenethylamino)-3-phenylpropan-2-yl)hexahydropyrazino[2,1-c][1,2,4]oxadiazine-1(6H)-carboxylate C(C1=CC=CC=C1)[C@@H]1C(N2C(N(O1)C(=O)OCCC(C)C)CN(C([C@@H]2CC2=CC=C(C=C2)O)=O)[C@H](C(NCCC2=CC=CC=C2)=O)CC2=CC=CC=C2)=O